1-[3-(3-fluorophenyl)-1,2,4-oxadiazol-5-yl]cyclohexanamine hydrochloride Cl.FC=1C=C(C=CC1)C1=NOC(=N1)C1(CCCCC1)N